2-((4-(7-chloro-[1,2,4]triazolo[1,5-a]pyridin-6-yl)piperidin-1-yl)sulfonyl)-5-methyl-1,3,4-oxadiazole ClC1=CC=2N(C=C1C1CCN(CC1)S(=O)(=O)C=1OC(=NN1)C)N=CN2